(R)-2-(1-(4-((1-(3-(difluoromethyl)-2-fluorophenyl)ethyl)amino)-8-methoxy-2-methyl-7-oxopyrido[4,3-d]pyrimidine-6(7H)-yl)cyclopropyl)acetonitrile FC(C=1C(=C(C=CC1)[C@@H](C)NC=1C=2C(N=C(N1)C)=C(C(N(C2)C2(CC2)CC#N)=O)OC)F)F